1,10-Phenanthroline hydrochloride monohydrate O.Cl.N1=CC=CC2=CC=C3C=CC=NC3=C12